C(=O)(O)CCCC1(CCC2=C(C=CC=C12)Cl)CC(=O)[O-] 2-(1-(3-carboxypropyl)-4-chloro-2,3-dihydro-1H-inden-1-yl)acetate